C(C)OC(=O)C1=CN(C2=NC(=C(C=C2C1=O)F)Cl)C1=NC(=NS1)OC 7-chloro-6-fluoro-1-(3-methoxy-1,2,4-thiadiazol-5-yl)-4-oxo-1,4-dihydro-1,8-naphthyridine-3-carboxylic acid ethyl ester